(1R,2S,5S)-N-{(1S)-1-cyano-2-[(3S)-2-oxopyrrolidin-3-yl]ethyl}-3-{(2S)-2-cyclopentyl-2-[(trifluoroacetyl)amino]acetyl}-6,6-dimethyl-3-azabicyclo[3.1.0]hexane-2-carboxamide C(#N)[C@H](C[C@H]1C(NCC1)=O)NC(=O)[C@@H]1[C@H]2C([C@H]2CN1C([C@@H](NC(C(F)(F)F)=O)C1CCCC1)=O)(C)C